[Cl-].[Cl-].C(C1=CC=CC=C1)(=O)OOC(C1=CC=CC=C1)=O benzoyl peroxide Dichloride